C(CCCCCCCCCCC\C=C/CCCCCCCC)(=O)[O-].[Mg+2].C(CCCCCCCCCCC\C=C/CCCCCCCC)(=O)[O-] magnesium erucate